2-amino-6-(3-(trifluoromethyl)-1H-pyrazol-5-yl)pyrimidin-4-ol NC1=NC(=CC(=N1)O)C1=CC(=NN1)C(F)(F)F